BrC1=CC=C(C=C1)C1=CC(=CC2=CC=CC=C12)C1=CC=CC=C1 1-(4-bromophenyl)-3-phenylnaphthalene